C/C=C(\C)/CO tiglyl alcohol